C(=O)C1=C(C=C(C=C1C(=O)O)C(=O)O)C1=CC=CC=C1 formyl-3,5-dicarboxy-1,1'-biphenyl